4-(5-(3,5-dichloro-4-fluorophenyl)-5-trifluoromethyl-4,5-dihydro-isoxazol-3-yl)-2-methylbenzoic acid ClC=1C=C(C=C(C1F)Cl)C1(CC(=NO1)C1=CC(=C(C(=O)O)C=C1)C)C(F)(F)F